2-(methoxymethyl)-2-methyl-N-trityl-2,3-dihydropyrazolo[5,1-b]oxazole-7-sulfonimidamide COCC1(CN2C(O1)=C(C=N2)S(=O)(NC(C2=CC=CC=C2)(C2=CC=CC=C2)C2=CC=CC=C2)=N)C